2-hydroxycyclopentanone OC1C(CCC1)=O